NC=1C=C(C=CC1)[SH2](=O)C=N (3-aminophenyl)(imino)methyl-λ6-sulfanone